F[C@H]1CN(C[C@@H](C1)NC1=C2C(=C(N=N1)C1=CC=C(C=C1)OC)C=NC=C2)C(=O)OC(C)(C)C tert-butyl (3R,5R)-3-fluoro-5-((4-(4-methoxyphenyl)pyrido[3,4-d]pyridazin-1-yl)amino)piperidine-1-carboxylate